S1C(=NN=C1)C=1C=C2C=C(N=CC2=CC1)NC(C1=CC=C(C=C1)OC1CCNCC1)=O N-(6-(1,3,4-Thiadiazol-2-yl)isoquinolin-3-yl)-4-(piperidin-4-yloxy)Benzamide